1-(6-(4-isopropyl-5-(8-methyl-[1,2,4]triazolo[1,5-a]pyridin-6-yl)-1H-pyrazol-3-yl)pyridin-3-yl)-N,N-dimethylethan-1-amine C(C)(C)C=1C(=NNC1C=1C=C(C=2N(C1)N=CN2)C)C2=CC=C(C=N2)C(C)N(C)C